ClC1=C(C=NN1CC1=C(C=CC=C1F)F)CC=O 5-chloro-1-(2,6-difluorobenzyl)-4-(2-oxoethyl)-1H-pyrazole